N-(2-Cyclohexyl-4-(4-(trifluoromethyl)phenethyl)phenyl)-7,8-difluorooctanamid C1(CCCCC1)C1=C(C=CC(=C1)CCC1=CC=C(C=C1)C(F)(F)F)NC(CCCCCC(CF)F)=O